Aminomethyl-3,3,5-trimethylcyclohexylamin NCNC1CC(CC(C1)C)(C)C